ClC1=CC=C(C(=N1)C(=O)O)N[C@H](C)C1=C2N=C(C(=NC2=CC(=C1)C)C#N)N1CCC2(CCO2)CC1 (R)-6-chloro-3-((1-(2-cyano-7-methyl-3-(1-oxa-7-azaspiro[3.5]nonan-7-yl)quinoxalin-5-yl)ethyl)amino)picolinic acid